DL-asparagine N[C@@H](CC(N)=O)C(=O)O |r|